C(=O)O.N[C@@H](CC(=O)O)CN1N=C(N=N1)C1=CC(=C(C=C1)OCCC=1C=NC(=NC1)Cl)F (S)-3-amino-4-(5-(4-(2-(2-chloropyrimidin-5-yl)ethoxy)-3-fluorophenyl)-2H-tetrazol-2-yl)butanoic acid formate salt